CN(CCNC([13CH2]SCC[C@@H](C(=O)O)NC(CCN(C)C)=O)=O)C (2S)-4-{[2-{[2-(Dimethylamino)ethyl]amino}-2-oxo(1-13C)ethyl]sulfanyl}-2-[3-(dimethylamino)propanamido]butanoic acid